Orthophosphat hydrat O.P(=O)(O)(O)O